undecyl 6-[3-(tert-butoxycarbonylamino)propylamino]-5-hydroxyhexanoate C(C)(C)(C)OC(=O)NCCCNCC(CCCC(=O)OCCCCCCCCCCC)O